C(\C=C\C(=O)O)(=O)O.C(CCO)O propane-1,3-diol fumarate